ethylene glycol bis(β-epithiopropyl) ether CC1(CS1)OCCOC1(C)CS1